The molecule is a prostaglandin carboxylic acid anion that is the conjugate base of 13,14-dihydro-15-keto-PGF2alpha, obtained by deprotonation of the carboxy group; major species at pH 7.3. It is a conjugate base of a 13,14-dihydro-15-keto-PGF2alpha. CCCCCC(=O)CC[C@H]1[C@@H](C[C@@H]([C@@H]1C/C=C\\CCCC(=O)[O-])O)O